C(OCC)(OCC)OCC ethyl orthoformate